octanoic acid 9,10-dihydro-9,10-dioxo-2-anthryl ester O=C1C2=CC=CC=C2C(C=2C=CC(=CC12)OC(CCCCCCC)=O)=O